3-(4-(4-((1-(4-nitrophenyl)piperidin-4-yl)amino)piperidin-1-yl)phenyl)piperidine-2,6-dione [N+](=O)([O-])C1=CC=C(C=C1)N1CCC(CC1)NC1CCN(CC1)C1=CC=C(C=C1)C1C(NC(CC1)=O)=O